BrC=1C=CC=2N=CNC(C2N1)=O 6-bromopyrido[3,2-d]pyrimidin-4(3H)-one